Cl.Cl.NCCCCCCN(C(OC=1C=CC2=C3C=CC=4C=CCC4C3=CC=C2C1)=O)CCCN cyclopenta[a]phenanthren-3-yl (6-aminohexyl)(3-aminopropyl)carbamate dihydrochloride